CC1=CC=CC(=N1)C1=C(C=NN1)C1=NC2=CC=CN=C2C=C1 2-[5-(6-methylpyridin-2-yl)-1H-pyrazol-4-yl]-1,5-naphthyridine